(2,2,2-trifluoroacetyl)-L-glutamic acid FC(C(=O)N[C@@H](CCC(=O)O)C(=O)O)(F)F